C1(=CC=CC=C1)OC(NCCCCC1CCN(CC1)C(C1=CC=CC=C1)=O)=O (4-(1-benzoylpiperidin-4-yl)butyl)carbamic acid phenyl ester